ClC1=NC=C(C(=C1)C1=C(C=NC(=C1)C)C(=O)NC=1SC2=C(N1)CN(C2)C(=O)C2=NC(=NC=C2)C)OC 2'-chloro-5'-methoxy-6-methyl-N-(5-(2-methylpyrimidine-4-carbonyl)-5,6-dihydro-4H-pyrrolo[3,4-d]thiazol-2-yl)-[4,4'-bipyridine]-3-carboxamide